FC=1C=C2/C(/C(NC2=CC1)=O)=C/1\CCC2=C1NC(=C2C(=O)N[C@H](CN2CCN(CC2)C(=O)OC(C)(C)C)C)C tert-butyl (S,Z)-4-(2-(6-(5-fluoro-2-oxoindolin-3-ylidene)-2-methyl-1,4,5,6-tetrahydrocyclopenta[b]pyrrole-3-carboxamido)propyl)piperazine-1-carboxylate